COC(C1=C(C=NC=C1)\C=C\C1=CC=C(C=C1)Cl)=O (E)-3-(4-chlorostyryl)isonicotinic acid methyl ester